chloro-N-(2-(3-(trifluoromethyl)phenyl)pyridin-3-yl)acetamide ClCC(=O)NC=1C(=NC=CC1)C1=CC(=CC=C1)C(F)(F)F